C(C)(C)(C)OC(CC[Zn+])=O (3-(tert-butoxy)-3-oxopropyl)zinc (II)